9-fluoro-5-(4-fluorophenyl)-6-isopropyl-1,8-dihydropyrazolo[4,3-g]quinolin-7-one FC=1C2=C(C=C3C(=C(C(NC13)=O)C(C)C)C1=CC=C(C=C1)F)C=NN2